2-amino-4-[[3-(2-chlorophenyl)-2-fluoro-propyl]amino]-6-(2-furyl)pyrimidine-5-carbonitrile NC1=NC(=C(C(=N1)NCC(CC1=C(C=CC=C1)Cl)F)C#N)C=1OC=CC1